heptadienylamine C(=CC=CCCC)N